NC1=NC(=NC=C1)N1C=NC(=C1)C(=O)C1CC1 (1-(4-aminopyrimidin-2-yl)-1H-imidazol-4-yl)(cyclopropyl)methanone